(R)-2-(3-fluoro-2-methoxy-5-(pyrrolidin-1-ylmethyl)phenyl)-2-((R)-3-((5-(5,6,7,8-tetrahydro-1,8-naphthyridin-2-yl)pentyl)oxy)pyrrolidin-1-yl)acetic acid FC=1C(=C(C=C(C1)CN1CCCC1)[C@H](C(=O)O)N1C[C@@H](CC1)OCCCCCC1=NC=2NCCCC2C=C1)OC